CN1N=CC2=CC=C(C(=C12)C1=C2C(=NC(=C1C#N)N1CC3(CN(C3)C(C=C)=O)CC1)CC(C2)(C)C)C 4-(1,6-dimethyl-1H-indazol-7-yl)-6,6-dimethyl-2-(2-(2-propenoyl)-2,6-diazaspiro[3.4]octan-6-yl)-6,7-dihydro-5H-cyclopenta[b]pyridine-3-carbonitrile